4-(2-chlorobenzyl)-N-(3-methoxyphenyl)-5-oxo-4,5-dihydroimidazo[1,2-a]quinazoline-2-carboxamide ClC1=C(CN2C=3N(C4=CC=CC=C4C2=O)C=C(N3)C(=O)NC3=CC(=CC=C3)OC)C=CC=C1